C(N)(=N)C=1C=C(SC1)CNC(=O)[C@H]1N(CC2(OCCO2)C1)C(CNC(=O)C1=CC=C(C=C1)OC1=CC=C(C=C1)C)=O (8S)-N-[(4-carbamimidoylthiophen-2-yl)methyl]-7-(2-{[4-(4-methylphenoxy)phenyl]formamido}acetyl)-1,4-dioxa-7-azaspiro[4.4]nonane-8-carboxamide